7-(2-chloro-[1,2,4]triazolo[1,5-a]pyridin-6-yl)-9-oxa-3,7-diazabicyclo[3.3.1]nonane-3-carboxylic acid tert-butyl ester C(C)(C)(C)OC(=O)N1CC2CN(CC(C1)O2)C=2C=CC=1N(C2)N=C(N1)Cl